5-[2-benzyloxy-4-[(4-benzyloxyquinazolin-2-yl)amino]-6-fluoro-phenyl]-1,1-dioxo-1,2,5-thiadiazolidin-3-one C(C1=CC=CC=C1)OC1=C(C(=CC(=C1)NC1=NC2=CC=CC=C2C(=N1)OCC1=CC=CC=C1)F)N1CC(NS1(=O)=O)=O